FC(CC[C@H]1N(SC2=C(N(C1)C1CC3(C1)CC(C3)(F)F)C=C(C(=C2)O)C(F)(F)F)C)(C)F (R)-3-(3,3-difluorobutyl)-5-(6,6-difluorospiro[3.3]heptan-2-yl)-8-hydroxy-2-methyl-7-(trifluoromethyl)-2,3,4,5-tetrahydrobenzo[f][1,2,5]thiadiazepine